2-(1-methyl-4-piperidinylethylcarbamoylamino)isothiazole-4-carboxylic acid methyl ester COC(=O)C=1CN(SC1)NC(NCCC1CCN(CC1)C)=O